CCCCC/C=C\C/C=C\CCCCCCCCCC(=O)O[C@H](COC(=O)CCCCCCC/C=C\C/C=C\CCCCC)COP(=O)([O-])OCC[N+](C)(C)C 1-(9Z,12Z-octadecadienoyl)-2-(11Z,14Z-eicosadienoyl)-glycero-3-phosphocholine